OCC1CCC(CC1)CC(=O)O 4-(hydroxymethyl)cyclohexylacetic acid